1-[(8aS)-6-Chloro-5-(1-methyl-1H-benzimidazol-4-yl)-8a,9,11,12-tetrahydropyrazino[2',1':3,4][1,4]oxazepino[5,6,7-de]quinazolin-10(8H)-yl]prop-2-en-1-one ClC1=C2C3=C(N=CN=C3C=C1C1=CC=CC=3N(C=NC31)C)N3[C@H](CO2)CN(CC3)C(C=C)=O